N1=CCCC2=CC=CC=C12 3,4-dihydro-quinoline